COC(\C=C(\C1CCCCC1)/N)=O (Z)-3-amino-3-cyclohexylacrylic acid methyl ester